C(CCCCC)N1C=[N+](C=C1)CCCS(=O)(=O)[O-] 1-hexyl-3-(3-sulfonatopropyl)-1H-imidazole-3-ium